C1=C(C=CC2=CC=CC=C12)C=NC1=CC=C(C=C1)C(C)(C)C N-[(2-naphthyl)methylene]-4-t-butylaniline